CC=1N=C(C2=C(N1)C=NC(=C2)P2(CCN(CC2)C2=NN(C=C2)C)=O)N[C@H](C)C2=C(C(=CC=C2)C(F)(F)F)C 4-[2-methyl-4-({(1R)-1-[2-methyl-3-(trifluoromethyl)phenyl]ethyl}amino)pyrido[3,4-d]pyrimidin-6-yl]-1-(1-methyl-1H-pyrazol-3-yl)-1,4lambda5-azaphosphinan-4-one